(R)-1-(4-((trimethylsilyl)ethynyl)phenyl)ethan-1-ol C[Si](C)(C)C#CC1=CC=C(C=C1)[C@@H](C)O